N'-(2,5-dimethyl-4-{[3-(pentafluoroethoxy)phenyl]Thio}phenyl)-N-ethyl-N-methyl-formamidine CC1=C(C=C(C(=C1)SC1=CC(=CC=C1)OC(C(F)(F)F)(F)F)C)N=CN(C)CC